O=C(/C=C/C1=CC=C(OC2=CC=C(C(C(=O)O)=C2)C(=O)O)C=C1)C1=CC=CC=C1 5-[4-[(E)-3-oxo-3-phenylprop-1-enyl]phenoxy]phthalic acid